Cl.FC1=CC(=C(CNC=2C=3N(N=C(C2)SC2CNCCC2)C(=CN3)C(C)C)C=C1)C(F)(F)F N-(4-fluoro-2-(trifluoromethyl)benzyl)-3-isopropyl-6-(piperidin-3-ylthio)imidazo[1,2-b]pyridazin-8-amine hydrochloride